2,2'-dinitro-4,4'-biphenyl-dicarboxylic acid [N+](=O)([O-])C1=C(C=CC(=C1)C(=O)O)C1=C(C=C(C=C1)C(=O)O)[N+](=O)[O-]